6-(2-amino-6-fluoro-5-(4-((1R,5S)-3-(2-methoxyacetyl)-3-azabicyclo[3.1.0]hexan-1-yl)phenyl)pyridin-3-yl)-3,4-dihydroisoquinolin-1(2H)-one NC1=NC(=C(C=C1C=1C=C2CCNC(C2=CC1)=O)C1=CC=C(C=C1)[C@@]12CN(C[C@H]2C1)C(COC)=O)F